C(=O)(O)C(CCC1=C(C(=O)O)C=CC=N1)(C)O 2-(3-carboxyl-3-hydroxybutyl)nicotinic acid